3-(2-methoxyphenyl)-5-(4-fluorophenyl)-2-oxo-1,3-oxazolidine-4-carboxylic acid ethyl ester C(C)OC(=O)C1N(C(OC1C1=CC=C(C=C1)F)=O)C1=C(C=CC=C1)OC